6-cyclopropyl-4-(trifluoromethyl)-pyridine-2(1H)-thione C1(CC1)C1=CC(=CC(N1)=S)C(F)(F)F